propane-1,2,3-triyl-tris(4-chloro-4-oxobutanoic acid) C(C(CC(C(=O)O)CC(Cl)=O)C(C(=O)O)CC(Cl)=O)C(C(=O)O)CC(=O)Cl